4-((5-(5-chloropyridin-2-yl)-2-(((S)-2-fluorobutyl)amino)pyrimidin-4-yl)amino)cyclohexan-1-ol ClC=1C=CC(=NC1)C=1C(=NC(=NC1)NC[C@H](CC)F)NC1CCC(CC1)O